N[C@@H](C(=O)OC)CNC(C1=CC(=CC(=C1)F)C1=C(OC=C1)CC)=O (R)-methyl 2-amino-3-(3-(2-ethylfuran-3-yl)-5-fluorobenzamido)propanoate